2-((2R,5S)-5-methyl-2-(2-((S)-1-methylpyrrolidin-3-yl)-2H-indazol-6-yl)piperidin-1-yl)-2-oxo-N-(1-((2-(trimethylsilyl)ethoxy)methyl)-1H-pyrazolo[4,3-c]pyridin-7-yl)acetamide C[C@H]1CC[C@@H](N(C1)C(C(=O)NC=1C2=C(C=NC1)C=NN2COCC[Si](C)(C)C)=O)C=2C=CC1=CN(N=C1C2)[C@@H]2CN(CC2)C